C1NCC12CCCC2 2-AZASPIRO[3.4]OCTANE